3-(2-{5-[(1R,4R,7R)-7-amino-2-azabicyclo[2.2.1]heptane-2-carbonyl]-7-methoxy-1-methyl-1H-1,3-benzodiazol-2-yl}-1-(cyclopropylmethyl)-1H-indol-7-yl)-N-phenylazetidine-1-carboxamide N[C@H]1[C@@H]2N(C[C@H]1CC2)C(=O)C2=CC1=C(N(C(=N1)C=1N(C3=C(C=CC=C3C1)C1CN(C1)C(=O)NC1=CC=CC=C1)CC1CC1)C)C(=C2)OC